C1(CC1)C1=CC(=NN1C1OCCCC1)NC1=CC2=C(C(=NO2)N(S(=O)(=O)C2=C(C=C(C=C2OC)C2NCCC2)OC)CC2=CC=C(C=C2)OC)C=C1OC N-(6-{[5-cyclopropyl-1-(oxan-2-yl)-1H-pyrazol-3-yl]amino}-5-methoxy-1,2-benzoxazol-3-yl)-2,6-dimethoxy-N-[(4-methoxyphenyl)methyl]-4-(pyrrolidin-2-yl)benzene-1-sulfonamide